BrC1=CC=C(CNCCCC[C@@H](C(=O)OC(C)(C)C)NC(=O)N[C@@H](CCC(=O)OC(C)(C)C)C(=O)OC(C)(C)C)C=C1 Di-tert-butyl (((S)-6-((4-bromobenzyl)amino)-1-(tert-butoxy)-1-oxohexan-2-yl)carbamoyl)-L-glutamate